CN([C@@H]1CN(CC1)C(=O)OC(C)(C)C)C1=CC=C2C=CC=NC2=C1 tert-butyl (S)-3-(methyl (quinolin-7-yl)amino)pyrrolidine-1-carboxylate